1,3-dibromo-5-chloro-2-nitrobenzene BrC1=C(C(=CC(=C1)Cl)Br)[N+](=O)[O-]